(E)-2-fluoro-3-(pyridin-2-yl)acrylic acid ethyl ester C(C)OC(/C(=C\C1=NC=CC=C1)/F)=O